7-(2-((8-hydroxy-1,2,3,4-tetrahydronaphthalen-2-yl)amino)ethoxy)-3,4-dihydroquinolin-2(1H)-one OC=1C=CC=C2CCC(CC12)NCCOC1=CC=C2CCC(NC2=C1)=O